O1CNC2=C1C(=CCC2)NC(C)=O N-(1,2,4,5-tetrahydrobenzo[d]oxazol-7-yl)acetamide